FC=1C=C(C=NC1)N(C(OC(C)(C)C)=O)C tert-butyl N-(5-fluoro-3-pyridyl)-N-methyl-carbamate